{4-amino-2-[3-fluoro-4-(trifluoromethoxy)anilino]-1,3-thiazol-5-yl}(pyridin-4-yl)methanone NC=1N=C(SC1C(=O)C1=CC=NC=C1)NC1=CC(=C(C=C1)OC(F)(F)F)F